(R)-1-(7-(8-ethynyl-7-fluoro-3-hydroxynaphthalene-1-yl)-8-fluoro-2-(((3S,4S)-4-(fluoromethyl)-1,3-dimethylpiperidin-3-yl)methoxy)pyrido[4,3-d]pyrimidin-4-yl)-3-methylpiperidin-3-ol C(#C)C=1C(=CC=C2C=C(C=C(C12)C1=C(C=2N=C(N=C(C2C=N1)N1C[C@@](CCC1)(O)C)OC[C@@]1(CN(CC[C@@H]1CF)C)C)F)O)F